NC(C(=O)O)[C@@H]1CC[C@@H](CC1)NC(=N)N cis-α-amino-4-guanidino-cyclohexaneacetic acid